Cl.N[C@H]1[C@@H](C1)CO ((1R,2R)-2-aminocyclopropyl)methanol hydrochloride